C(=O)(OC(C)(C)C)[C@](C(=O)O)(CCC1=CC=CC=C1)N (R)-2-Boc-amino-4-phenyl-butyric acid